NC1=NC=NN2C1=NC=C2C=2C=C(C=CC2C)S(=O)(=O)N(C2CCCCC2)CCC#N 3-(4-aminoimidazo[2,1-f][1,2,4]triazin-7-yl)-N-(2-cyanoethyl)-N-cyclohexyl-4-methylbenzenesulfonamide